FC=1C=C(C=C(C1O)F)C(CN1C[C@H]2[C@@](C1)(C[C@@H](C2)OC2=C(C=C(C=C2)F)F)O)=O 1-(3,5-difluoro-4-hydroxyphenyl)-2-((3aR,5R,6aS)-5-(2,4-difluorophenoxy)-3a-hydroxyhexahydrocyclopenta[c]pyrrol-2(1H)-yl)ethan-1-one